COC1=CC2=C(C=N1)CC(C2)(C(=O)OC)C(=O)OC Dimethyl 3-methoxy-5,7-dihydrocyclopenta[c]pyridine-6,6-dicarboxylate